(S)-4-(7-bromo-2-(((S)-1-methylpyrrolidin-2-yl)methoxy)imidazo[2,1-f][1,2,4]triazin-4-yl)-3-methylpiperazine-1-carboxylic acid tert-butyl ester C(C)(C)(C)OC(=O)N1C[C@@H](N(CC1)C1=NC(=NN2C1=NC=C2Br)OC[C@H]2N(CCC2)C)C